(1s,3s)-3-(4-fluoro-3-(trifluoromethyl)phenoxy)-N-((6-fluoroisoquinolin-5-yl)methyl)-1-methylcyclobutane-1-amine FC1=C(C=C(OC2CC(C2)(NCC2=C3C=CN=CC3=CC=C2F)C)C=C1)C(F)(F)F